Methyl-toluamide citrate dihydrate O.O.C(CC(O)(C(=O)O)CC(=O)O)(=O)O.CC1=C(C(=CC=C1)C)C(=O)N